5-Acetyl-2-methoxybenzenesulfonyl chloride C(C)(=O)C=1C=CC(=C(C1)S(=O)(=O)Cl)OC